(S)-2-((4-(6-((4-cyano-2-fluorobenzyl)oxy)pyridin-2-yl)piperazin-1-yl)methyl)-1-(oxetan-2-ylmethyl)-1H-thieno[2,3-d]imidazole-5-carboxylic acid C(#N)C1=CC(=C(COC2=CC=CC(=N2)N2CCN(CC2)CC=2N(C3=C(N2)SC(=C3)C(=O)O)C[C@H]3OCC3)C=C1)F